FC(C)(F)C1=NC=CC(=N1)NC1=CC(=NC=C1C=1N=C(SC1)OC)NC(C)=O N-(4-((2-(1,1-difluoroethyl)pyrimidin-4-yl)amino)-5-(2-methoxythiazol-4-yl)pyridin-2-yl)acetamide